CC=1N=C(OC1C)C(CO)(C)C 2-(4,5-dimethyl-1,3-oxazol-2-yl)-2-methylpropane-1-ol